FC=1C(=NC=CC1)C(C)N(C(C(=O)OC)=O)CC1=CC=2N(C=C1)N=CC2 methyl 2-((1-(3-fluoropyridin-2-yl)ethyl)(pyrazolo[1,5-a]pyridin-5-ylmethyl)amino)-2-oxoacetate